ClC1=C(C(=O)O)C=CC(=C1CCC(=O)N(C)C)OC(F)(F)F 2-chloro-3-[3-(dimethylamino)-3-oxo-propyl]-4-(trifluoromethoxy)benzoic acid